[4-[3-[3-[2-[3-(4-amino-1-tert-butyl-pyrazolo[3,4-d]pyrimidin-3-yl)-5-cyclopropyl-isoxazol-4-yl]pyrimidin-5-yl]azetidin-1-yl]-3-oxo-propyl]cyclohexyl]methyl acetate C(C)(=O)OCC1CCC(CC1)CCC(=O)N1CC(C1)C=1C=NC(=NC1)C=1C(=NOC1C1CC1)C1=NN(C2=NC=NC(=C21)N)C(C)(C)C